FC1(OC=2C(=CC3=C(NC([C@H](CN3)C(C3=CC=CC=C3)(C3=CC=CC=C3)C3=CC=CC=C3)=O)C2)O1)F (S)-2,2-difluoro-7-(trityl)-6,7-dihydro-[1,3]Dioxolo[4',5':4,5]Benzo[1,2-b][1,1,4]Oxazazepin-8(9H)-one